5-ethylidene-bicyclo(2.2.1)hept-2-ene C(C)=C1C2C=CC(C1)C2